dimethyl-N-[1-oxo-4-(trifluoromethyl)phthalazin-2(1H)-yl]butanamide CC(C(=O)NN1C(C2=CC=CC=C2C(=N1)C(F)(F)F)=O)(CC)C